2-fluoro-4-methoxypyridine FC1=NC=CC(=C1)OC